(2R)-N-((R)-(4-fluoro-3-methylphenyl)(cis-4-(trifluoromethyl)cyclohexyl)methyl)-2-methyl-3-oxopiperazine-1-carboxamide FC1=C(C=C(C=C1)[C@H](NC(=O)N1[C@@H](C(NCC1)=O)C)[C@@H]1CC[C@@H](CC1)C(F)(F)F)C